C/C(/CCC1OCCO1)=C/CCC(C)C (Z)-2-(3,7-dimethyloct-3-en-1-yl)-1,3-dioxolane